4'-(2-(2-cyclopropylphenyl)pyrrolidin-1-yl)-N-((3-nitro-4-(((tetrahydro-2H-pyran-4-yl)methyl)amino)phenyl)sulfonyl)-2',3',4',5'-tetrahydro-[1,1'-biphenyl]-4-carboxamide C1(CC1)C1=C(C=CC=C1)C1N(CCC1)C1CCC(=CC1)C1=CC=C(C=C1)C(=O)NS(=O)(=O)C1=CC(=C(C=C1)NCC1CCOCC1)[N+](=O)[O-]